chloro-4''-((3,5-difluoropyridin-2-yl)methoxy)-3-(2-hydroxypropan-2-yl)-5'-methoxy-6''-methyl-2H,2''H-[1,2':4',1''-terpyridin] ClC1N(C=CC=C1C(C)(C)O)C1=NC=C(C(=C1)N1CC=C(C=C1C)OCC1=NC=C(C=C1F)F)OC